C(CC)P(CC1=CC=CC=C1)(CCC)(CCC)O tripropyl-benzyl-phosphorus hydroxide